7-acetoxy-1-benzothiophene-5-carboxylic acid methyl ester COC(=O)C=1C=C(C2=C(C=CS2)C1)OC(C)=O